N-(5-(4-(6-aminopyridazin-3-yl)butyl)-1,3,4-selenadiazol-2-yl)-2-(1-methyl-1H-indol-2-yl)acetamide NC1=CC=C(N=N1)CCCCC1=NN=C([Se]1)NC(CC=1N(C2=CC=CC=C2C1)C)=O